2-Methoxy-3-methylpyrazin COC1=NC=CN=C1C